C1(CCC1)CN(CCC)CC1=CC(=C(C(=C1)O)N1CC(NS1(=O)=O)=O)F 5-[4-[[cyclobutylmethyl-(propyl)amino]methyl]-2-fluoro-6-hydroxy-phenyl]-1,1-dioxo-1,2,5-thiadiazolidin-3-one